perfluoro hydroxyl-carboxylate OC(=O)OF